methyl (R)-6-(3-methoxypyrrolidin-1-yl)quinoline-4-carboxylate CO[C@H]1CN(CC1)C=1C=C2C(=CC=NC2=CC1)C(=O)OC